NC=1C2=C(N=CN1)N(C=C2C2=CC=C(C=C2)NC(=O)C2=NN(C=C(C2=O)C2=NC=C(C=C2)Cl)C(C)C)CC(F)(F)F N-(4-(4-Amino-7-(2,2,2-trifluoroethyl)-7H-pyrrolo[2,3-d]pyrimidin-5-yl)phenyl)-5-(5-Chloropyridin-2-yl)-1-isopropyl-4-oxo-1,4-dihydropyridazine-3-carboxamide